tert-butyl 1,1a,3,7b-tetrahydro-2H-cyclopropa[c]isoquinoline-2-carboxylate C1C2N(CC=3C=CC=CC3C21)C(=O)OC(C)(C)C